Benzyl ((R)-1-(2-(3-amino-3-oxo-propyl)-2-((S)-2-chloro-2-fluoroacetyl)hydrazinyl)-3-cyclohexyl-1-oxo-propan-2-yl)carbamate NC(CCN(NC([C@@H](CC1CCCCC1)NC(OCC1=CC=CC=C1)=O)=O)C([C@@H](F)Cl)=O)=O